acryloxyethyl-dimethyl-hexadecyl-ammonium chloride [Cl-].C(C=C)(=O)OCC[N+](CCCCCCCCCCCCCCCC)(C)C